C(C1=CC=CC=C1)N(C1COCC1O[Si](C)(C)C(C)(C)C)C N-benzyl-4-((tert-butyldimethylsilyl)oxy)-N-methyltetrahydrofuran-3-amine